CCCCCCCCC(CCCCCCCC)OC(CCCCCCCC(=O)N(C)OC)=O 9-(methoxy(methyl)amino)-9-oxononanoic acid heptadec-9-yl ester